5-(2-ethylimidazo[1,2-a]pyridine-3-carbonyl)-2-hydroxybenzonitrile C(C)C=1N=C2N(C=CC=C2)C1C(=O)C=1C=CC(=C(C#N)C1)O